(S)-8-(2-chloro-4-(2-(piperazin-1-yl)ethoxy)phenyl)-9-(1-(4-chloropyridin-2-yl)ethyl)-6-(1-methylcyclopropoxy)-9H-purine ClC1=C(C=CC(=C1)OCCN1CCNCC1)C=1N(C2=NC=NC(=C2N1)OC1(CC1)C)[C@@H](C)C1=NC=CC(=C1)Cl